(E)-7-(4-methylbenzylidene)-8-oxo-5,6,7,8-tetrahydronaphthalene-2-carboxylic acid CC1=CC=C(\C=C\2/CCC=3C=CC(=CC3C2=O)C(=O)O)C=C1